2-[[4-[5-isobutyl-2-(2H-tetrazol-5-yl)phenyl]piperazin-1-yl]methyl]-6-methyl-1H-pyrimidin-4-one C(C(C)C)C=1C=CC(=C(C1)N1CCN(CC1)CC=1NC(=CC(N1)=O)C)C=1N=NNN1